FC1=CC(=CC=2N(C(=NC21)C)C(C)C)C2=NC(=NC=N2)NC2CCN(CC2)S(=O)(=O)C 4-(4-fluoro-1-isopropyl-2-methyl-1H-benzo[d]imidazol-6-yl)-N-(1-(methylsulfonyl)piperidin-4-yl)-1,3,5-triazin-2-amine